(3R)-3-(tert-butoxycarbonylamino)-8-fluoro-4-keto-3,5-dihydro-2H-1,5-benzothiazepine-7-carboxylic acid methyl ester COC(=O)C=1C(=CC2=C(NC([C@H](CS2)NC(=O)OC(C)(C)C)=O)C1)F